C12CC(CC(CC1)O2)C(=O)N[C@@H](CCOCCCCC2=NC=1NCCCC1C=C2)C(=O)O N-(8-oxabicyclo[3.2.1]octane-3-carbonyl)-O-(4-(5,6,7,8-tetrahydro-1,8-naphthyridin-2-yl)butyl)homoserine